[I-].[Li+].C[C@@]1([C@@H](O[C@@H]([C@H]1O)CO)N1C=CC=2C(N)=NC=NC12)O 7-deaza-2'-C-methyl-adenosine Lithium iodide